C(CC#C)NC1=NC(=NC(=N1)NC)NCCC N-But-3-ynyl-N'-methyl-N''-n-propyl-[1,3,5]triazine-2,4,6-triamine